NC1=C2C(=NNC2=CC=C1)C(=O)NC1=CC=C(C=C1)N1CCN(CC1)C 4-amino-N-(4-(4-methylpiperazin-1-yl)phenyl)-1H-indazole-3-carboxamide